ClC(Cl)(Cl)C1=CC=CC2=NC3=CC=CC=C3N=C12 trichloromethyl-phenazine